C(C)NC(C)C1=CC=C(C=C1)C(F)(F)F N-ethyl-1-[4-(trifluoromethyl)phenyl]ethanamine